(2-chloro-4-(1-(piperidin-4-yl)azetidin-3-ylamino)phenyl)(3,3-difluoroazetidin-1-yl)methanone ClC1=C(C=CC(=C1)NC1CN(C1)C1CCNCC1)C(=O)N1CC(C1)(F)F